4-(N-methyl-N-t-butoxycarbonylamino)-3-(4-methylphenyl)-4,5-dihydro-1H-pyrazole-1-carboxylic acid chloride CN(C(=O)OC(C)(C)C)C1C(=NN(C1)C(=O)Cl)C1=CC=C(C=C1)C